CS(=O)CCCCCN=C=S 5-(methylsulfinyl)pentyl isothiocyanate